(S)-N-(5-(4-amino-1-(1-(3-chloro-6-(3-fluorophenyl)-5-oxo-5H-thiazolo[3,2-a]pyridin-7-yl)ethyl)-1H-pyrazolo[3,4-d]pyrimidin-3-yl)-2-methoxypyridin-3-yl)cyclopropanesulfonamide NC1=C2C(=NC=N1)N(N=C2C=2C=C(C(=NC2)OC)NS(=O)(=O)C2CC2)[C@@H](C)C=2C=C1N(C(C2C2=CC(=CC=C2)F)=O)C(=CS1)Cl